3,3,3-trifluoro-2-(trifluoromethyl)propan-1-ene FC(C(=C)C(F)(F)F)(F)F